S1C(=NC2=C1C=CC=C2)N2C=NC=C2C(=O)N[C@H](C=O)CC2=CC=CC=C2 (S)-1-(BENZO[D]THIAZOL-2-YL)-N-(1-OXO-3-PHENYLPROPAN-2-YL)-1H-IMIDAZOLE-5-CARBOXAMIDE